3-chloro-4-(chloromethyl)-1-(3-(trifluoromethyl)phenyl)-2-pyrrolidone ClC1C(N(CC1CCl)C1=CC(=CC=C1)C(F)(F)F)=O